COC(CCC1=CC(=CC=C1)C1OC1C(C)=O)=O 3-(3-(3-Acetyloxiran-2-yl)phenyl)propanoic acid methyl ester